5-(3-(((1H-imidazol-4-yl)methyl)sulfonyl)-5-morpholinophenyl)pyrimidin-2-amine N1C=NC(=C1)CS(=O)(=O)C=1C=C(C=C(C1)N1CCOCC1)C=1C=NC(=NC1)N